1-(4-(ethylsulfanyl)-2-methoxyphenyl)propan-2-amine C(C)SC1=CC(=C(C=C1)CC(C)N)OC